1,2-dimethylcyclohexane diisocyanate [N-]=C=O.[N-]=C=O.CC1C(CCCC1)C